CC(CCCC(C)(C)OC)C=O (+/-)-6-Methoxy-2,6-Dimethylheptanal